5-fluoro-2-{6-[methyl-(2,2,6,6-tetramethyl-piperidin-4-yl)-amino]-pyridazin-3-yl}-phenol FC=1C=CC(=C(C1)O)C=1N=NC(=CC1)N(C1CC(NC(C1)(C)C)(C)C)C